ClC1=CC(=NC(=C1C(F)(F)F)Cl)C1=NC(=CC=C1)CCC 4,6-dichloro-2-(6-n-propyl-2-pyridyl)-5-trifluoromethylpyridine